FC1(CCN(CC1)C1OC2=C(C=C(C=C2C=C1C)C)C(C)O)F 2-(4,4-difluoro-1-piperidyl)-8-(1-hydroxyethyl)-3,6-dimethyl-chromen